[B-](F)(F)(F)F.CN(C)C(=[N+](C)C)ON1C2=C(C=CC=N2)N=N1 O-(7-azabenzotriazole-1-yl)-N,N,N',N'-tetramethyluronium tetrafluoroborate